β,β,4-trifluoro-2-iodo-benzenepropanoic acid FC(CC(=O)O)(C1=C(C=C(C=C1)F)I)F